COC=1C=C2C=CN3C2=C(C2=C[C@H](CN([C@@H]2C3)C)C)C1 (7aS,10R)-2-methoxy-8,10-dimethyl-7a,8,9,10-tetrahydro-7H-indolo[7,1-fg][1,7]naphthyridine